C(C)(=O)[O-].C(C)[NH+]1CN(CC1)C 1-Ethyl-3-methylimidazolinium acetat